N-[(R)-1-(3,3-difluorocyclobutyl)ethyl]-4-(1,7-diaza-7-spiro[4.4]nonyl)-5-(3,5-difluorophenyl)nicotinamide FC1(CC(C1)[C@@H](C)NC(C1=CN=CC(=C1N1CC2(CCCN2)CC1)C1=CC(=CC(=C1)F)F)=O)F